(S)-tert-Butyl 4-(5-(5-Bromo-1-methyl-2-oxo-1,2-dihydropyridin-3-ylamino)pyrazin-2-yl)-3-methylpiperazine-1-carboxylate BrC=1C=C(C(N(C1)C)=O)NC=1N=CC(=NC1)N1[C@H](CN(CC1)C(=O)OC(C)(C)C)C